1'-(methylenedi-p-phenylene)-bis-(3,3-dimethylurea) C(C1=CC=C(C=C1)NC(=O)N(C)C)C1=CC=C(C=C1)NC(=O)N(C)C